C[C@@H]1[C@@H]([C@@H]([C@H]([C@@H](O1)OC(=O)[C@]23CCC(C[C@H]2C4=CC[C@@H]5[C@]6(CC[C@@H]([C@@]([C@@H]6CC[C@]5([C@@]4(C[C@H]3O)C)C)(C)C=O)O[C@H]7[C@@H]([C@H]([C@@H]([C@H](O7)C(=O)O)O)O[C@H]8[C@@H]([C@H]([C@@H](CO8)O)O)O)O[C@H]9[C@@H]([C@H]([C@H]([C@H](O9)CO)O)O)O)C)(C)C)O[C@H]1[C@@H]([C@@H]([C@H]([C@@H](O1)C)O[C@H]1[C@@H]([C@H]([C@@H](CO1)O)O[C@H]1[C@@H]([C@H]([C@H](CO1)O)O)O[C@H]1[C@@H]([C@H]([C@H](CO1)O)O)O)O)O)O)O)O The molecule is a triterpenoid saponin with quillaic acid as the aglycone species. It is isolated from the roots of Gypsophila oldhamiana and exhibits inhibitory activity against pancreatic lipase. It has a role as an EC 3.1.1.3 (triacylglycerol lipase) inhibitor and a plant metabolite. It is a pentacyclic triterpenoid, an aldehyde, a carboxylic ester and a triterpenoid saponin. It derives from a quillaic acid. It derives from a hydride of an oleanane.